C1(CCC1)C1=NN=C(O1)C1=CNC2=NC=CC(=C21)OC2=C(C=C(NC=1OC[C@@](CN1)(C)CO)C=C2F)F |r| (+/-)-[2-(4-{[3-(5-cyclobutyl-1,3,4-oxadiazol-2-yl)-1H-pyrrolo[2,3-b]pyridin-4-yl]oxy}-3,5-difluoroanilino)-5-methyl-5,6-dihydro-4H-1,3-oxazin-5-yl]methanol